N1CCC(CC1)C=1N=CNC1 4-(4-Piperidyl)-1H-imidazole